6-bromo-2-(1-methyl-1H-pyrazol-5-yl)-2,3-dihydro-1H-isoindol-1-one BrC1=CC=C2CN(C(C2=C1)=O)C1=CC=NN1C